ClCC(=O)N1CCN(CC1)CC1=C(C=CC=C1)OC 2-chloro-1-(4-(2-methoxybenzyl)piperazin-1-yl)ethan-1-one